(2-furyl)oxyacetamide O1C(=CC=C1)OCC(=O)N